NC=1C=C2C=C(N=C(C2=CC1)N1C[C@@H](CC1)NC(OC(C)(C)C)=O)C1CCN(CC1)C (R)-tert-butyl (1-(6-amino-3-(1-methylpiperidin-4-yl)isoquinolin-1-yl)pyrrolidin-3-yl)carbamate